2,2-dimethyl-3-[2-{[(1S)-1-(naphthalen-2-yl)ethyl]amino}-7-oxopyrido[2,3-d]pyrimidin-8(7H)-yl]propionic acid CC(C(=O)O)(CN1C(C=CC2=C1N=C(N=C2)N[C@@H](C)C2=CC1=CC=CC=C1C=C2)=O)C